C1(CCCCC1)OC([C@@H](NP(=O)(OC1=CC=C(C=C1)[N+](=O)[O-])OC1=CC=C(C=C1)[N+](=O)[O-])C)=O (Bis(4-nitrophenoxy)phosphoryl)-L-alanine cyclohexyl ester